2-(difluoromethyl)-N-methyl-6-nitroaniline FC(C1=C(NC)C(=CC=C1)[N+](=O)[O-])F